7-bromo-4-chloro-5-(6-azaspiro[2.5]octan-6-yl)quinazoline BrC1=CC(=C2C(=NC=NC2=C1)Cl)N1CCC2(CC2)CC1